2-{[4-{6-[(4-Chloro-2-fluorobenzyl)oxy]pyridin-2-yl}-2-methylpiperidin-1-yl]methyl}-1-(2-methoxyethyl)-1H-benzimidazole-6-carboxylic acid ClC1=CC(=C(COC2=CC=CC(=N2)C2CC(N(CC2)CC2=NC3=C(N2CCOC)C=C(C=C3)C(=O)O)C)C=C1)F